Cl.CN(C(OC1=C(C=C(C2=CC=CC=C12)NS(=O)(=O)C1=CC=C(C=C1)OC)C1=C(C=CC2=CC=CC=C12)O)=O)CCCNC 2-hydroxy-4'-((4-methoxyphenyl)sulfonamido)-[1,2'-binaphthalen]-1'-yl methyl(3-(methylamino)propyl)carbamate hydrochloride